ClC1=CC(=C(C=C1OCC(C1=C(C=CC=C1)OC)=O)N1C(C=2CCCCC2C1=O)=O)F 2-(4-chloro-2-fluoro-5-(2-oxo-2-(o-methoxyphenyl)ethoxy)phenyl)-4,5,6,7-tetrahydro-1H-isoindole-1,3(2H)-dione